4-p-toluenesulfonyl-2,5-bis(trifluoromethyl)oxazole CC1=CC=C(C=C1)S(=O)(=O)C=1N=C(OC1C(F)(F)F)C(F)(F)F